NC1=NC(=CC(=N1)C=1C(=C(C#N)C=CC1)OC)C=1C=NN(C1)CC1=NC(=CC=C1)C(C)(C)C 3-[2-amino-6-(1-{[6-(tert-butyl)-2-pyridinyl]methyl}-1H-pyrazol-4-yl)-4-pyrimidinyl]-2-methoxybenzonitrile